1-(4-((1-acetylpiperidin-4-yl)methyl)phenyl)-3-(4-chlorobenzyl)urea C(C)(=O)N1CCC(CC1)CC1=CC=C(C=C1)NC(=O)NCC1=CC=C(C=C1)Cl